C1(CCC1)OC1=CC=2N(C=C1C(=O)O)C=C(N2)C21COC(C2)(C1)C 7-cyclobutoxy-2-(1-methyl-2-oxabicyclo[2.1.1]hexan-4-yl)imidazo[1,2-a]pyridine-6-carboxylic acid